C(C)(C)(C)N(C(O)=O)CC1CN(C1)CC1=C(C=CC(=C1)Cl)OCC.O=C1N(C(CC1)=O)C(C(=O)O)C(F)(F)F.C1(=CC=CC2=CC=CC=C12)N(C1=CC=C(C=C1)C1=CC=C(N(C2=CC=CC=C2)C2=CC=CC3=CC=CC=C23)C=C1)C1=CC=CC=C1 N,N'-bis(naphthalen-1-yl)-N,N'-diphenyl-benzidine 2,5-dioxopyrrolidin-1-yl-3,3,3-trifluoropropanoate tert-butyl-((1-(5-chloro-2-ethoxybenzyl)azetidin-3-yl)methyl)carbamate